N-(adamantan-2-yl)-2-(6-(2-fluorobenzyl)-1,1-dioxido-1,2,6-thiadiazinan-2-yl)acetamide C12C(C3CC(CC(C1)C3)C2)NC(CN2S(N(CCC2)CC2=C(C=CC=C2)F)(=O)=O)=O